(4S,5S)-5-[(E)-5-[(4-methoxyphenyl)methoxy]-2-methyl-pent-1-enyl]-4-[(3E)-3-methylhexa-3,5-dienyl]tetrahydrofuran-2-one ethyl-5-(difluoromethyl)-1H-pyrazole-3-carboxylate C(C)OC(=O)C1=NNC(=C1)C(F)F.COC1=CC=C(C=C1)COCCC/C(=C/[C@@H]1[C@H](CC(O1)=O)CC\C(=C\C=C)\C)/C